COC(C1=C(C=C(C(=C1)OC1CC1)O)[N+](=O)[O-])=O 5-Cyclopropyloxy-4-hydroxy-2-nitrobenzoic acid methyl ester